(E)-8-(4-(4-ethylphenyl)but-1-en-1-yl)-2,3-dihydrobenzo[b][1,4]oxazepin-4(5H)-one C(C)C1=CC=C(C=C1)CC/C=C/C=1C=CC2=C(OCCC(N2)=O)C1